amino-zirconium phthalate C(C=1C(C(=O)[O-])=CC=CC1)(=O)[O-].N[Zr+3].C(C=1C(C(=O)[O-])=CC=CC1)(=O)[O-].C(C=1C(C(=O)[O-])=CC=CC1)(=O)[O-].N[Zr+3]